4-amino-2-chloro-3-methylbenzonitrile NC1=C(C(=C(C#N)C=C1)Cl)C